FC=1C=C(C=CC1)[C@@H]1CC[C@H]2OC3(C(N21)=O)CCN(CC3)C3=NC=NC(=C3)C3=CC=CC=C3 (5'S,7a'R)-5'-(3-fluorophenyl)-1-(6-phenylpyrimidin-4-yl)tetrahydro-3'H-spiro[piperidine-4,2'-pyrrolo[2,1-b][1,3]oxazol]-3'-one